7-chloro-10H-[1,3]dioxolo[4,5-b]xanthene-10-one ClC=1C=C2OC=3C=C4C(=CC3C(C2=CC1)=O)OCO4